sodium 2-(2-(4-ethyl-3-(4-morpholinopiperidin-1-yl) phenyl) propan-2-yl)-6-iodo-1H-indole-3-carboxylate C(C)C1=C(C=C(C=C1)C(C)(C)C=1NC2=CC(=CC=C2C1C(=O)[O-])I)N1CCC(CC1)N1CCOCC1.[Na+]